COC1=C(C=CC=C1)C1=CC2=C(N=C(S2)NC(=O)N2CCN(CC2)C(\C=C\C(=O)C2=CC=C(C=C2)OC)=O)C=C1 N-[6-(2-methoxyphenyl)benzo[d][1,3]thiazol-2-yl]-4-[(2E)-4-(4-methoxyphenyl)-1,4-dioxobut-2-enyl]piperazine-1-carboxamide